4-fluoro-3-methyl-1H-pyrrolo[2,3-c]pyridine FC1=C2C(=CN=C1)NC=C2C